4-(benzylamino)-2-(4-cyano-2-methyl-1H-indol-1-yl)pyrrolo[2,1-f][1,2,4]triazin C(C1=CC=CC=C1)NC1=NC(=NN2C1=CC=C2)N2C(=CC1=C(C=CC=C21)C#N)C